C1(CC1)C1=NC=NC(=C1C1=NC=C2NC(N(C2=N1)CC1=CC=C(C=C1)N1N=C(C=C1C)C(F)(F)F)=O)OC(C)C 2-(4-cyclopropyl-6-isopropoxypyrimidin-5-yl)-9-([4-[5-methyl-3-(trifluoromethyl)pyrazol-1-yl]phenyl]methyl)-7H-purin-8-one